pentaerythritol tetrakis(3-mercapto-3-methylbutyrate) SC(CC(=O)OCC(COC(CC(C)(C)S)=O)(COC(CC(C)(C)S)=O)COC(CC(C)(C)S)=O)(C)C